CC1=CC=2N(C=C1N)N=C(N2)N 7-methyl-[1,2,4]triazolo[1,5-a]pyridine-2,6-diamine